FC1(CC(C1)(C1=NN=CN1C)C=1C=C(C=CC1)N1C(C2=C(C(=C1)C(F)(F)F)N=C(N2)C=O)=O)F 5-[3-[3,3-Difluoro-1-(4-methyl-1,2,4-triazol-3-yl)cyclobutyl]phenyl]-4-oxo-7-(trifluoromethyl)-3H-imidazo[4,5-c]pyridine-2-carbaldehyde